ClC1=CSC2=C1N=CN=C2N2CCCCC2 1-(7-Chlorothieno[3,2-d]pyrimidin-4-yl)piperidin